[(4R)-1-[(1R)-1-[(1R,2R)-2-[[(4S)-6-chloro-2,2-dimethyl-chroman-4-yl]carbamoyl]cyclopropyl]-3-methoxy-propyl]-4-ethyl-4-methyl-6-oxo-hexahydropyrimidin-2-ylidene]ammonium ClC=1C=C2[C@H](CC(OC2=CC1)(C)C)NC(=O)[C@H]1[C@@H](C1)[C@@H](CCOC)N1C(N[C@](CC1=O)(C)CC)=[NH2+]